ClC1=C(C=CC=C1)C=1N=C(SC1)C=1C(=NC=C(C1)N1CCC(CC1)O)C(=O)N (4-(2-chlorophenyl)thiazol-2-yl)-5-(4-hydroxypiperidin-1-yl)picolinamide